5-[3-(2-bromophenyl)-1,2,4-oxadiazol-5-yl]-1-(propan-2-yl)-1H-1,2,3-benzotriazole BrC1=C(C=CC=C1)C1=NOC(=N1)C1=CC2=C(N(N=N2)C(C)C)C=C1